NC1=CN=C(N(C1=O)CC(=O)NCC1=CC=2C=NC=CC2N1S(=O)(=O)C1=CC=CC=C1)C (5-amino-2-methyl-6-oxopyrimidin-1(6H)-yl)-N-((1-(benzenesulfonyl)-1H-pyrrolo[3,2-c]pyridin-2-yl)methyl)acetamide